2,5-dimethyl-4-hydroxybenzaldehyde CC1=C(C=O)C=C(C(=C1)O)C